tert-Butyl 3-(4,5-dimethoxy-2-(4-oxo-4H-chromene-2-carboxamido)benzamido)-7,8-dihydro-1,6-naphthyridine-6(5H)-carboxylate COC1=CC(=C(C(=O)NC=2C=NC=3CCN(CC3C2)C(=O)OC(C)(C)C)C=C1OC)NC(=O)C=1OC2=CC=CC=C2C(C1)=O